[N+](#[C-])C1=C(N(C)C2=CC(=CC=C2)Br)C=CC=C1 2-Isocyano-N-(3-bromophenyl)-N-methylaniline